O[C@]1([C@@H](C2=CC=CC=C2C1)NC(C1=CC(=CC=C1)[C@@H](CCOC)N1C(NC(CC1=O)(C)C)=N)=O)C N-[(1R,2R)-2-hydroxy-2-methyl-indan-1-yl]-3-[(1R)-1-(2-imino-4,4-dimethyl-6-oxo-hexahydropyrimidin-1-yl)-3-methoxy-propyl]benzamide